5-methoxy-2-(pyridin-4-yl)-1,3-benzodiazole COC1=CC2=C(NC(=N2)C2=CC=NC=C2)C=C1